(3-bromo-2-chlorophenyl)-6-methylisothiazolo[4,5-b]pyrazin-3-amine BrC=1C(=C(C=CC1)C1=C(N=C2C(=N1)C(=NS2)N)C)Cl